C(C)(C)(C)N1N=CC(=C1)C=1N=C(NC(C1)=O)C=1C=C(CC(C(=O)N)(C)C)C=CC1Cl {3-[4-(1-tert-butyl-1H-pyrazol-4-yl)-6-oxo-1,6-dihydropyrimidin-2-yl]-4-chlorobenzyl}isobutyramide